CCN(CCCC)CC1=CC=CC=C1 methylbenzyl-butyl-methylamine